ClC1=NC(=C(C(=C1C#N)CC)C#N)N(CCN1CCOCC1)C 2-chloro-4-ethyl-6-(methyl-(2-morpholinoethyl)amino)pyridine-3,5-dicarbonitrile